tert-butyl 4-(2-((3-chloro-5-(7,7-difluoro-2-(methylsulfonyl)-6,7-dihydro-5H-cyclopenta[d]pyrimidin-4-yl)pyridin-2-yl)oxy)acetyl)piperazin-1-carboxylate ClC=1C(=NC=C(C1)C=1C2=C(N=C(N1)S(=O)(=O)C)C(CC2)(F)F)OCC(=O)N2CCN(CC2)C(=O)OC(C)(C)C